COC(=O)C1=NC=C(C(=C1)N1C(C(=C(C=C1C)OCC1=NC=C(C=C1F)F)Cl)=O)C 3-chloro-4-((3,5-difluoropyridin-2-yl)methoxy)-5',6-dimethyl-2-oxo-2H-[1,4'-bipyridine]-2'-carboxylic acid methyl ester